2-(4-iodophenyl)butanoic acid IC1=CC=C(C=C1)C(C(=O)O)CC